6-(phenylthio)-2-[2-(2-pyridyl)ethyl]-2,3-dihydro-1H-benzo[de]isoquinoline-1,3-dione C1(=CC=CC=C1)SC=1C=CC=2C(N(C(C3=CC=CC1C23)=O)CCC2=NC=CC=C2)=O